2,2-difluoro-2-(3-fluorophenyl)-1-phenylethyl ((S)-3-cyclohexyl-1-(((S)-4-(cyclopropylamino)-3,4-dioxo-1-((S)-2-oxopyrrolidin-3-yl)butan-2-yl)amino)-1-oxopropan-2-yl)carbamate C1(CCCCC1)C[C@@H](C(=O)N[C@@H](C[C@H]1C(NCC1)=O)C(C(=O)NC1CC1)=O)NC(OC(C(C1=CC(=CC=C1)F)(F)F)C1=CC=CC=C1)=O